[Si](C)(C)(C(C)(C)C)OCC1=CC=C(C=C1)N1CC2(CN(C2)C=2C=CC(=NC2)N)C1 5-(6-(4-(((tert-butyldimethylsilyl)oxy)methyl)phenyl)-2,6-diazaspiro[3.3]heptan-2-yl)pyridin-2-amine